rac-(3aR,5R,7S,7aR)-5-(3,4-difluorophenyl)-1,3,3,5,7-pentamethyl-octahydrobenzo[c]isoxazole FC=1C=C(C=CC1F)[C@]1(C[C@@H]2[C@H](N(OC2(C)C)C)[C@H](C1)C)C |r|